acryloyloxyethyl 2-hydroxyethyl phthalate C(C=1C(C(=O)OCCO)=CC=CC1)(=O)OCCOC(C=C)=O